1,3,5-trilithio-2,4,6-triethylbenzene [Li]C1=C(C(=C(C(=C1CC)[Li])CC)[Li])CC